CC1=CC=C(C=C1)S(=O)(=O)OCCOCC[C@@H](C)OCC1=CC=CC=C1 2-[(3R)-3-benzyloxybutoxy]ethyl 4-methylbenzenesulfonate